C(CCC)C1=CC=C(C=C1)C1=NNC=C1 3-(4-butylphenyl)-1H-pyrazole